(3,4-dimethoxybenzyl)-7-((2S,5R)-5-ethyl-2-methyl-4-(1-(quinoxalin-6-yl)ethyl)piperazin-1-yl)-2-(tetrahydro-2H-pyran-2-yl)-2,4-dihydro-5H-pyrazolo[4,3-b]pyridin-5-one COC=1C=C(CC=2N(N=C3C2NC(C=C3N3[C@H](CN([C@@H](C3)CC)C(C)C=3C=C2N=CC=NC2=CC3)C)=O)C3OCCCC3)C=CC1OC